(E)-allyl (2-(2-(3-(dicyano-methylene)-5,5-dimethylcyclohex-1-enyl) vinyl)-5-(diethylamino) phenyl) carbonate C(OCC=C)(OC1=C(C=CC(=C1)N(CC)CC)C=CC1=CC(CC(C1)(C)C)=C(C#N)C#N)=O